{4-[4-amino-6-(methoxymethyl)-7-(morpholin-4-ylmethyl)pyrrolo[2,1-f][1,2,4]triazin-5-yl]-2-fluorophenyl}-N'-[2-fluoro-5-(trifluoromethyl)phenyl]urea NC1=NC=NN2C1=C(C(=C2CN2CCOCC2)COC)C2=CC(=C(C=C2)NC(=O)NC2=C(C=CC(=C2)C(F)(F)F)F)F